3-((4-(5-chloro-3-methyl-2-(((S)-piperidin-3-yl)oxy)phenyl)pyrrolo[2,1-f][1,2,4]triazin-6-yl)methyl)-6,6-dimethyl-3-azabicyclo[3.1.0]hexane-2,4-dione hydrochloride Cl.ClC=1C=C(C(=C(C1)C1=NC=NN2C1=CC(=C2)CN2C(C1C(C1C2=O)(C)C)=O)O[C@@H]2CNCCC2)C